(S)-N-(4-cyclobutyl-1-methyl-5-phenethyl-1H-pyrazol-3-yl)-2-(2,2,3,3-tetrafluorocyclobutyl)acetamide C1(CCC1)C=1C(=NN(C1CCC1=CC=CC=C1)C)NC(C[C@@H]1C(C(C1)(F)F)(F)F)=O